4-(methylthio)-1-(4-(trifluoromethyl)phenyl)-1H-pyrazol CSC=1C=NN(C1)C1=CC=C(C=C1)C(F)(F)F